1-methyl-4-(6-(trimethylstannyl)pyridin-2-yl)piperazine CN1CCN(CC1)C1=NC(=CC=C1)[Sn](C)(C)C